BrC1=C(C=O)C=C(C(=C1)C=O)Br 2,5-dibromo-terephthalaldehyde